N,N'-di-[4-(pentanesulfonyloxy)phenyl]urea C(CCCC)S(=O)(=O)OC1=CC=C(C=C1)NC(=O)NC1=CC=C(C=C1)OS(=O)(=O)CCCCC